4-(4-bromo-3-methylbenzyl)thiomorpholine-1,1-dioxide BrC1=C(C=C(CN2CCS(CC2)(=O)=O)C=C1)C